3-(difluoromethyl)-1-(oxetan-3-yl)-1H-pyrazole FC(C1=NN(C=C1)C1COC1)F